8-chloro-3-[(2R,3R)-3-(2,4-difluorophenyl)-3-hydroxy-4-(1,2,4-triazol-1-yl)-2-butyl]1,2,3-benzotriazin-4-one ClC1=CC=CC=2C(N(N=NC21)[C@H](C)[C@@](CN2N=CN=C2)(O)C2=C(C=C(C=C2)F)F)=O